N-[1-[5-chloro-2-[4-(4-methylpiperazin-1-yl)anilino]pyrimidin-4-yl]indol-5-yl]propanamide ClC=1C(=NC(=NC1)NC1=CC=C(C=C1)N1CCN(CC1)C)N1C=CC2=CC(=CC=C12)NC(CC)=O